C/C(/C(=O)N)=C(/C(=O)O)\C 2,3-dimethyl-maleic acid amide